FC(COC[C@@H](CO)NC(OC(C)(C)C)=O)F tert-butyl (R)-(1-(2,2-difluoroethoxy)-3-hydroxypropan-2-yl)carbamate